N-[2-[[2-chloro-4-[[5-[4-(cyanomethoxy)-2,3-difluoro-phenyl]-1-methyl-imidazole-2-carbonyl]amino]benzoyl]amino]ethyl]-3-hydroxy-piperidine-4-carboxamide ClC1=C(C(=O)NCCNC(=O)C2C(CNCC2)O)C=CC(=C1)NC(=O)C=1N(C(=CN1)C1=C(C(=C(C=C1)OCC#N)F)F)C